ClC=1C=C(C=C2C(=C(C=NC12)C#N)NCC(C)(C)C)NC([2H])(C=1C(=NC(=CC1)F)C)C=1N=NN(C1)C1CC1 8-chloro-6-(((1-cyclopropyl-1H-1,2,3-triazol-4-yl)(6-fluoro-2-methylpyridin-3-yl)methyl-d)amino)-4-(neopentylamino)quinoline-3-carbonitrile